5-(3-chloro-7H-pyrrolo[2,3-c]pyridazin-7-yl)bicyclo[3.1.1]heptan-1-ol ClC1=CC2=C(N=N1)N(C=C2)C21CCCC(C2)(C1)O